((2-((2-fluoro-3'-(3-(4-hydroxypiperidin-1-yl)propoxy)-2'-methyl-[1,1'-biphenyl]-3-yl)methoxy)-4,6-dimethoxypyrimidin-5-yl)methyl)-L-proline FC1=C(C=CC=C1COC1=NC(=C(C(=N1)OC)CN1[C@@H](CCC1)C(=O)O)OC)C1=C(C(=CC=C1)OCCCN1CCC(CC1)O)C